N-((S)-(4,4-difluorocyclohexyl)(7-(((3R*,6S*)-2-oxo-6-(trifluoromethyl)piperidin-3-yl)methyl)imidazo[1,2-b]pyridazin-2-yl)methyl)-4-methyl-1,2,5-oxadiazole-3-carboxamide FC1(CCC(CC1)[C@H](NC(=O)C1=NON=C1C)C=1N=C2N(N=CC(=C2)C[C@@H]2C(N[C@@H](CC2)C(F)(F)F)=O)C1)F |o1:26,29|